FC1=CC2=C([C@H](C[C@@H](O2)C(=O)NC23CC(C2)(C3)NC(COC3CC(C3)OC(F)(F)F)=O)O)C=C1C(F)(F)F (2R,4S)-7-fluoro-4-hydroxy-N-[3-(2-{[(1s,3S)-3-(trifluoromethoxy)cyclobutyl]oxy}acetamido)bicyclo[1.1.1]pentan-1-yl]-6-(trifluoromethyl)-3,4-dihydro-2H-1-benzopyran-2-carboxamide